2,4-pentanediol bis(m-chlorobenzoate) ClC=1C=C(C(=O)OC(C)CC(C)OC(C2=CC(=CC=C2)Cl)=O)C=CC1